ClC=1C=C2C(=NC1)NC=C2C(C2=C(C(=CC=C2)NS(N(C)CCC#N)(=O)=O)F)=O 5-chloro-3-[3-[[2-cyanoethyl(methyl)sulfamoyl]amino]-2-fluoro-benzoyl]-1H-pyrrolo[2,3-b]pyridine